CC1CN=C(O1)C1=C(C=CC=C1)OC 5-methyl-2-(2-methoxyphenyl)oxazoline